C(C)C1=C(CN2CC(CC2)C(=O)O)C=CC(=C1)C(C)=NOCC1=CC(=C(C=C1)C=1C=NC(=CC1)F)F 1-(2-ethyl-4-(1-(((3-fluoro-4-(6-fluoropyridin-3-yl)benzyl)oxy)imino)ethyl)benzyl)pyrrolidine-3-carboxylic acid